CN1CC(C1)(C)[C@@](C=1C=C(C=NC1)C1=NN(C(=N1)C1CCOCC1)CCNC(C)=O)(C1=CC=C(C=C1)C(C)C)O N-{2-[3-{5-[(R)-(1,3-dimethyl-azetidin-3-yl)-hydroxy-(4-isopropyl-phenyl)-methyl]-pyridin-3-yl}-5-(tetrahydro-pyran-4-yl)-[1,2,4]triazol-1-yl]-ethyl}-acetamide